tert-butyl 7-[[[2-(2,6-dioxo-3-piperidyl)-1,3-dioxo-isoindolin-4-yl]amino] methyl]-2-azaspiro[3.5]nonane-2-carboxylate O=C1NC(CCC1N1C(C2=CC=CC(=C2C1=O)NCC1CCC2(CN(C2)C(=O)OC(C)(C)C)CC1)=O)=O